Cl.C[C@@H]1CN(C[C@@H](N1)C)C1=CC=C(N=N1)C1=C(N=C2N1C=C(C(=N2)OCC)C(=O)N)C (6-((3R,5S)-3,5-dimethylpiperazin-1-yl)pyridazin-3-yl)-7-ethoxy-2-methylimidazo[1,2-a]pyrimidine-6-carboxamide hydrochloride